COC1=CC=C(C(=N1)C=C)N 6-Methoxy-2-vinylpyridin-3-amine